5-[5-(2-aminoethyl)pyridin-2-yl]-6-(2-methyl-6-morpholin-4-ylpyridin-4-yl)oxypyridine-2-carbonitrile NCCC=1C=CC(=NC1)C=1C=CC(=NC1OC1=CC(=NC(=C1)N1CCOCC1)C)C#N